2,4,5-tribromophenylacetic acid BrC1=C(C=C(C(=C1)Br)Br)CC(=O)O